tert-butyl 4-(4-amino-5-methyl-2-pyridyl)piperazine-1-carboxylate NC1=CC(=NC=C1C)N1CCN(CC1)C(=O)OC(C)(C)C